ClC1=CC2=C(N=CN=C2NC2=CC(=C(C=C2)OC2=CC3=C(N(C=N3)C)C=C2)C)C=N1 6-chloro-N-(3-methyl-4-((1-methyl-1H-benzo[d]imidazol-5-yl)oxy)phenyl)pyrido[3,4-d]pyrimidin-4-amine